C(C)OC(\C=C\C1CCC(CC1)OC1=C(C(=CC=C1)Br)C(F)(F)F)=O ethyl-(E)-3-((1r,4r)-4-(3-bromo-2-(trifluoromethyl)phenoxy)cyclohexyl)acrylate